methyl {4,6-diamino-2-[5-fluoro-1-(2-fluorobenzyl)-1H-pyrazolo[3,4-b]pyridine-3-yl]pyrimidin-5-yl}methylcarbamate NC1=NC(=NC(=C1CNC(OC)=O)N)C1=NN(C2=NC=C(C=C21)F)CC2=C(C=CC=C2)F